O[C@@H]1[C@@H](C(O[C@@H]([C@@H]1O)CO)OC)NC(C)=O N-((3S,4R,5R,6R)-4,5-dihydroxy-6-(hydroxymethyl)-2-methoxytetrahydro-2H-pyran-3-yl)acetamide